ClC1=CC(=NC=C1C(=O)OCC)C=C ethyl 4-chloro-6-vinylnicotinate